2-(2h-Benzotriazol-2-yl)-4-(1,1,3,3-tetramethylbutyl)-phenol N=1N(N=C2C1C=CC=C2)C2=C(C=CC(=C2)C(CC(C)(C)C)(C)C)O